ClC=1N=NC(=CC1O)Cl 3,6-dichloropyridazin-4-ol